methyl (S)-2-(4-(6-((6-cyano-2-(difluoromethoxy)pyridin-3-yl)methoxy)pyridin-2-yl)-2,5-difluorobenzyl)-1-(oxetan-2-ylmethyl)-1H-benzo[d]imidazole-6-carboxylate C(#N)C1=CC=C(C(=N1)OC(F)F)COC1=CC=CC(=N1)C1=CC(=C(CC2=NC3=C(N2C[C@H]2OCC2)C=C(C=C3)C(=O)OC)C=C1F)F